(6S,10R,13S,16R,17R)-17-hydroxy-17-(2-hydroxyacetyl)-6,10,13,16-tetramethyl-6,7,8,10,12,13,14,15,16,17-decahydro-1H-cyclopenta[a]phenanthren-3(2H)-one O[C@@]1([C@@H](CC2C3C[C@@H](C4=CC(CC[C@@]4(C3=CC[C@]12C)C)=O)C)C)C(CO)=O